4-(6-chloroindolin-1-yl)-6-(5-methoxypyridin-3-yl)quinazoline ClC1=CC=C2CCN(C2=C1)C1=NC=NC2=CC=C(C=C12)C=1C=NC=C(C1)OC